(R)-1-[3-(trifluoromethyl)phenyl]ethanamine FC(C=1C=C(C=CC1)[C@@H](C)N)(F)F